ClC1=C(C(=CC=C1)F)NC(C1=C(C=C(C(=C1)F)N1N=C(N(C1=O)C)CO)O[C@@H](C)CCC)=O N-(2-chloro-6-fluorophenyl)-5-fluoro-4-[3-(hydroxymethyl)-4-methyl-5-oxo-4,5-dihydro-1H-1,2,4-triazol-1-yl]-2-[(2S)-pent-2-yloxy]benzamide